C1(CCCCC1)C[C@@H](C(NC(C=O)CC1C(NC2(C1)CCCCC2)=O)=O)NC(=O)C=2NC1=CC=CC(=C1C2)OC N-((2S)-3-Cyclohexyl-1-oxo-1-((1-oxo-3-(2-oxo-1-azaspiro[4.5]decan-3-yl)propan-2-yl)amino)propan-2-yl)-4-methoxy-1H-indole-2-carboxamide